tert-butyl (3-amino-4-methoxybenzyl)(3-fluorophenyl)carbamate NC=1C=C(CN(C(OC(C)(C)C)=O)C2=CC(=CC=C2)F)C=CC1OC